F[C@@H]1[C@@H]([C@@H](N(C1)C(C(C)(C)O)=O)CC=1C(=C(C=CC1)C1=C(C(=CC=C1)F)F)F)NS(=O)(=O)C N-{(2S,3R,4S)-4-fluoro-1-(2-hydroxy-2-methylpropanoyl)-2-[(2,2',3'-trifluoro[1,1'-biphenyl]-3-yl)methyl]pyrrolidin-3-yl}-methanesulfonamide